NC1(CN(CCC1)C=1C(=CC(=NC1)C1=CC2=C(OCO2)C=C1)CN1C2=NC=NC(=C2N=C1)N)C1=NC(=CC=C1)Cl 9-((5-(3-amino-3-(6-chloropyridin-2-yl)piperidin-1-yl)-2-(benzo[d][1,3]dioxol-5-yl)pyridin-4-yl)methyl)-9H-purin-6-amine